C(#CC)C=1C=CC=NC1 5-propynylpyridin